ClC=1N=C2C(=CC(N(C2=CC1)C)=O)N1CCN(CC1)CC1=CC(=CC=C1)OC 6-chloro-4-{4-[(3-methoxyphenyl)methyl]piperazin-1-yl}-1-methyl-2-oxo-1,2-dihydro-1,5-naphthyridine